BrC=1C=CC(=NC1OC)C(=O)OC methyl 5-bromo-6-methoxy-pyridine-2-carboxylate